C(C)C(CN1C(=C(C(C2=C(C=C(C=C12)OCC)OCC)=O)OCC)C1=CC(=C(C(=C1)OCC)OCC)OCC)CCCC N-(2-ethylhexyl)-2-(3,4,5-triethoxyphenyl)-3,5,7-triethoxyquinolin-4-one